COCC(=O)NCCC 2-methoxy-N-propyl-acetamide